NCCCC[C@@H](C(CN1N=CN=N1)=O)NC(C1=C(N=CC=C1)F)=O (S)-N-(7-amino-2-oxo-1-(2H-tetrazol-2-yl)hept-3-yl)-2-fluoronicotinamide